1-(2,2-dimethoxy-2-(4-methoxyphenyl)ethoxy)-2-methoxy-4-propylbenzene COC(COC1=C(C=C(C=C1)CCC)OC)(C1=CC=C(C=C1)OC)OC